ClC=1C(N(C(=CC1OCC1=NC=C(C=C1F)F)C)C1=CC(=NC=C1C)C1=NC(=NC=C1)C1COC1)=O (S)-3-chloro-4-((3,5-difluoropyridin-2-yl)methoxy)-5',6-dimethyl-2'-(2-(oxetan-3-yl)pyrimidin-4-yl)-2H-[1,4'-bipyridin]-2-one